NCCOCCOCCN1C=CC=C1 1-(2-(2-(2-aminoethoxy)ethoxy)ethyl)-1H-pyrrole